3-{4-[(2-cyclopropylethyl)[(1s,4s)-4-(morpholin-4-yl)cyclohexyl]amino]-1-oxo-3H-isoindol-2-yl}piperidine-2,6-dione C1(CC1)CCN(C1=C2CN(C(C2=CC=C1)=O)C1C(NC(CC1)=O)=O)C1CCC(CC1)N1CCOCC1